3-((3S,5R)-3-methyl-5-((5-(4-methylthiazol-2-yl)-1H-pyrrolo[2,3-b]pyridin-4-yl)amino)piperidin-1-yl)-3-oxopropanenitrile C[C@@H]1CN(C[C@@H](C1)NC1=C2C(=NC=C1C=1SC=C(N1)C)NC=C2)C(CC#N)=O